COC(=O)C=1N=NC(=CC1NC1=CC=C(C=C1)C1(COC1)OC)Cl 6-chloro-4-((4-(3-methoxyoxetan-3-yl)phenyl)amino)pyridazine-3-carboxylic acid methyl ester